C(C1=CC=CC=C1)O[C@]1(C2=NN=C(C=3C(=CC(=C(CC(CC=CCC1)(C)C)N3)C(F)(F)F)NC(OC(C)(C)C)=O)O2)C(F)(F)F tert-Butyl N-[(6R)-6-benzyloxy-12,12-dimethyl-6,15-bis(trifluoromethyl)-19-oxa-3,4,18-triazatricyclo[12.3.1.12,5]nonadeca-1(18),2,4,9,14,16-hexaen-17-yl]carbamate